3,4-dichloro-2-fluorophenol ClC=1C(=C(C=CC1Cl)O)F